C(#N)[C@H](C[C@H]1C(NCCC1)=O)NC(=O)[C@H]1N(C[C@H]2[C@@H]1CC(C2)(F)F)C(=O)C=2NC1=C(C=CC(=C1C2)F)C(F)F (1S,3aR,6aS)-N-((S)-1-cyano-2-((S)-2-oxopiperidin-3-yl)ethyl)-2-(4-fluoro-7-difluoromethyl-1H-indole-2-carbonyl)-5,5-difluorooctahydrocyclopenta[c]pyrrole-1-carboxamide